(S,E)-2-cyclopentyl-4-(4-hydroxyphenoxy)-N-(4-(methylsulfonyl)but-3-en-2-yl)pyrimidine-5-carboxamide C1(CCCC1)C1=NC=C(C(=N1)OC1=CC=C(C=C1)O)C(=O)N[C@@H](C)\C=C\S(=O)(=O)C